(1'S,3'R)-8-(difluoromethoxy)-3',5'-difluoro-6-(trifluoromethyl)-2'H,3H-spiro[imidazo[1,2-a]pyridine-2,1'-naphthalen] FC(OC=1C=2N(C=C(C1)C(F)(F)F)C[C@@]1(CC(=CC3=C(C=CC=C13)F)F)N2)F